glycyl-glutamine zinc [Zn].NCC(=O)N[C@@H](CCC(N)=O)C(=O)O